ClC1=NC=CC(=C1)OC1=NC2=CC=CC=C2C(=C1)CN [2-{(2-Chloropyridin-4-yl)oxy}quinoline-4-yl]methylamine